(2S)-2-((N-benzylsulfamoyl)-amino)-N-(1-((3,5-dimethoxybenzyl)amino)-2-hydroxy-1-oxopentan-3-yl)-4-methylpentanamide C(C1=CC=CC=C1)NS(=O)(=O)N[C@H](C(=O)NC(C(C(=O)NCC1=CC(=CC(=C1)OC)OC)O)CC)CC(C)C